CC1=C(C=C(C=C1)NC(=O)N)C1=CC(=NC=C1)C1=CC(=NC=C1)C1(CC1)C(=O)N (4-(2-methyl-5-ureidophenyl)-[2,4'-bipyridin]-2'-yl)cyclopropanecarboxamide